S(N)(O[C@H](C(C(=O)N(C)C)CC(F)(F)F)CC(C(CC1CC1)NC(=O)OC(C)(C)C)=O)(=O)=O 2-trifluoroethyl-(S)-(3-((tert-butyloxycarbonyl) amino)-4-cyclopropyl-2-oxobutyl)-(3-dimethylamino-3-oxopropyl) sulfamate